C(OC(C)(C)C)(OC1=C(C=CC=C1)C1=NC(=NN1)C1=C(C=C(C=C1)C(F)(F)F)O)=O tert-butyl (2-(3-(2-hydroxy-4-(trifluoromethyl) phenyl)-1H-1,2,4-triazole-5-yl) phenyl) carbonate